C(C1=CC=CC=C1)OC1=C2C[C@H](N(CC2=CC=C1OC)C=1OC2=C(N1)C=CC(=C2)C#N)C(=O)O (S)-5-(benzyloxy)-2-(6-cyanobenzo[d]oxazol-2-yl)-6-methoxy-1,2,3,4-tetrahydroisoquinoline-3-carboxylic acid